1-(1-methylcyclopropyl)pyrazole-3-carboxylic acid CC1(CC1)N1N=C(C=C1)C(=O)O